CC1=C(C(=C(C=C1)C(=O)N)C)C trimethylbenzamide